NC1=CC=C(C(=C1C1=CC(N2CCCC2C1)=O)F)Cl (3S)-7-(6-amino-3-chloro-2-fluorophenyl)-5-oxo-1,2,3,5,8,8a-hexahydroindolizine